C(#N)C1=C(NC=C1)NC(COC=1C=CC=C2C(=NN(C12)C)C1C(NC(CC1)=O)=O)=O N-(3-Cyano-1H-pyrrol-2-yl)-2-((3-(2,6-dioxopiperidin-3-yl)-1-methyl-1H-indazol-7-yl)oxy)acetamide